N[C@H](CCO)C(=O)O (D)-homoserine